2-(4-bromo-2-formylphenoxy)propanoic acid BrC1=CC(=C(OC(C(=O)O)C)C=C1)C=O